3-(pyridin-4-yl)-1,2,4-thiadiazol-5-amine N1=CC=C(C=C1)C1=NSC(=N1)N